4-(2-isothiocyanato)ethyl-benzenesulfonamide N(=C=S)CCC1=CC=C(C=C1)S(=O)(=O)N